6-isopropoxy-2-(3-methoxypropyl)-2H-pyrazolo[3,4-b]Pyridine-5-carboxylic acid methyl ester COC(=O)C1=CC=2C(N=C1OC(C)C)=NN(C2)CCCOC